N1C=C(C2=CC=CC=C12)C1=NC(=NC=C1)NC1=CC=C(C(=O)NN=CC2=CC=CC=C2)C=C1 4-(4-(1H-indol-3-yl)pyrimidine-2-ylamino)-N'-benzylidenebenzoyl-hydrazine